1-Bromo-3-chloro-5-(2,2-dimethylpropanesulfonyl)-2-(methoxymethoxy)benzene BrC1=C(C(=CC(=C1)S(=O)(=O)CC(C)(C)C)Cl)OCOC